4-epoxy-1-methylcyclohexylcarboxylate CC12C(CC(CC1)C(=O)[O-])O2